O=C1CCCCN1C(=O)O 6-oxopiperidinecarboxylic acid